C(C)OC([C@H](C)OC1=C(C=C(C=C1)Br)C1=NOCC1OCCCC)=O Ethyl-(2S)-2-[4-bromo-2-(4-butoxy-4,5-dihydroisoxazol-3-yl)phenoxy]propanoat